C(C)(C)OC1=CC(=C(C=N1)C=1C=C2C(=C(C=NC2=CC1)S(=O)(=O)N1CCOCC1)NC1=C(C(=O)O)C=CC=C1)C 2-[[6-(6-isopropoxy-4-methyl-3-pyridyl)-3-morpholinosulfonyl-4-quinolyl]amino]benzoic acid